N-[(3S,4R)-3-hydroxy-3-methyl-chroman-4-yl]-3-(2-imino-4,4-dimethyl-6-oxo-hexahydropyrimidin-1-yl)-2-(methoxymethyl)-2-methyl-3H-benzofuran-5-carboxamide O[C@@]1(COC2=CC=CC=C2[C@H]1NC(=O)C=1C=CC2=C(C(C(O2)(C)COC)N2C(NC(CC2=O)(C)C)=N)C1)C